C1=CC=CC=2C3=CC=CC=C3C(C12)COC(=O)N1[C@H](CC1)C(=O)O (R)-1-(((9H-fluoren-9-yl)methoxy)carbonyl)azetidine-2-carboxylic acid